C(C)(C)(C)OC(=O)NCC(CC(=O)O)C1=CC(=CC=C1)Cl 4-((T-Butoxycarbonyl)amino)-3-(3-chlorophenyl)butanoic acid